(2R)-N-((S)-(3-chloro-2,4-difluorophenyl)(6-(trifluoromethyl)pyridin-3-yl)methyl)-2-methyl-3-oxopiperazine-1-carboxamide ClC=1C(=C(C=CC1F)[C@@H](NC(=O)N1[C@@H](C(NCC1)=O)C)C=1C=NC(=CC1)C(F)(F)F)F